CC(C(=O)N1CCOC2=C(C1)C(=CC(=C2)C(=O)OC(C)C)F)(C)C isopropyl 4-(2,2-dimethylpropanoyl)-6-fluoro-3,5-dihydro-2H-1,4-benzoxazepine-8-carboxylate